N-((R)-3-(7-methyl-1H-indazol-5-yl)-1-(4-(1-methylpiperidin-4-yl)piperazin-1-yl)-1-oxopropan-2-yl)-2'-oxo-1',2'-dihydrospiro[azepan-4,4'-pyrido[2,3-d][1,3]oxazine]-1-carboxamide CC=1C=C(C=C2C=NNC12)C[C@H](C(=O)N1CCN(CC1)C1CCN(CC1)C)NC(=O)N1CCC2(C3=C(NC(O2)=O)N=CC=C3)CCC1